C(C)(C)(C)S(=O)(=O)C=1C(=CC=2N(C1)C(=CN2)C2=CC(=C(C(=C2)C2=NC(=NN2)C)OC)F)OC 6-(tert-butylsulfonyl)-3-(3-fluoro-4-methoxy-5-(3-methyl-1H-1,2,4-triazol-5-yl)phenyl)-7-methoxyimidazo[1,2-a]pyridine